13-((2-(2,6-dioxopiperidin-3-yl)-1,3-dioxoisoindolin-4-yl)thio)tridecanoic acid O=C1NC(CCC1N1C(C2=CC=CC(=C2C1=O)SCCCCCCCCCCCCC(=O)O)=O)=O